COC(C=CCCCCCCCC)=O undecenoic acid methyl ester